(3-dibutylaminopropyl)methyldimethoxymethylsilane C(CCC)N(CCC[SiH](C(OC)OC)C)CCCC